ClC=1C=C(C=CC1Cl)C1=NNC(C1)C=1C=C2N=CC=NC2=CC1 6-(3-(3,4-dichlorophenyl)-4,5-dihydro-1H-pyrazol-5-yl)quinoxaline